BrC=1C=C(C=CC1)C1(CCC1)C(=O)N 1-(3-Bromophenyl)cyclobutane-1-carboxamide